FC1=CC=C(C=C1)[C@H]1C[C@H](NC=2N1N=C(N2)N2C([C@H]1CC=CC[C@H]1C2=O)=O)C2=CC=C(C=C2)C (3aR,7aS)-2-((5S,7R)-7-(4-fluorophenyl)-5-(p-tolyl)-4,5,6,7-tetrahydro-[1,2,4]triazolo[1,5-a]pyrimidin-2-yl)-3a,4,7,7a-tetrahydro-1H-isoindole-1,3(2H)-dione